2-methoxy-2-methyl-N-(methyldimethoxysilyloctyl)-1-aza-2-silacyclopentane CO[Si]1(N(CCC1)CCCCCCCC[Si](OC)(OC)C)C